C(N)(=O)CC(C(=O)N1C(CC(C1)F)C(=O)NC(C1=CC=CC=C1)C1=CC(=C(C=C1)C(C)C)F)NC(C)=O 1-(3-carbamoyl-2-acetamidopropanoyl)-4-fluoro-N-{[3-fluoro-4-(propan-2-yl)phenyl](phenyl)methyl}pyrrolidine-2-carboxamide